OC1=C(C=C(C=C1C)C1=CC(=NC2=CC=CC=C12)C(F)(F)F)C 4-(4-Hydroxy-3,5-dimethylphenyl)-2-trifluoromethyl-quinoline